C1OCC12CCC(CC2)C2=C1N(N=C2CN(CCNC)C)CCC1 N1-((3-(2-oxaspiro[3.5]nonan-7-yl)-5,6-dihydro-4H-pyrrolo[1,2-b]pyrazol-2-yl)-methyl)-N1,N2-dimethylethane-1,2-diamine